FC=1C=CC=2N(C(C=C(N2)C=2C=NC(=C(C2)F)OC)=O)C1 7-fluoro-2-(5-fluoro-6-methoxypyridin-3-yl)-4H-pyrido[1,2-a]pyrimidin-4-one